COC(C1=CC=C(C=C1)OC)=O methyl-4-methoxybenzoate